(4-(2-aminoethyl)phenyl)-N,N-dimethylformamidine NCCC1=CC=C(C=C1)C(=N)N(C)C